cis-8-dimethylamino-3-(2-morpholin-4-yl-quinazolin-6-yl)-8-phenyl-1,3-diazaspiro[4.5]decan-2-one CN(C1(CCC2(CN(C(N2)=O)C=2C=C3C=NC(=NC3=CC2)N2CCOCC2)CC1)C1=CC=CC=C1)C